COC1=CC=C(C=C1)C#C 4-methoxy-phenylacetylene